calcium 2-(oct-3-yl)-2-octylmalonate CCC(CCCCC)C(C(=O)[O-])(C(=O)[O-])CCCCCCCC.[Ca+2]